N-(4-chloro-3-((methylthio)methyl)phenyl)quinazolin-2-amine ClC1=C(C=C(C=C1)NC1=NC2=CC=CC=C2C=N1)CSC